5-[(R)-1-(2-Fluoro-6-methyl-phenyl)-pyrrolidin-3-yl]-2-methyl-2,4,5,7-tetrahydro-pyrazolo[3,4-d]pyrimidin-6-one FC1=C(C(=CC=C1)C)N1C[C@@H](CC1)N1C(NC=2C(C1)=CN(N2)C)=O